2-methyl-6-(3-methyltetrahydrofuran-3-yl)-7-carbonyl-6,7-dihydropyrido[4,3-d]pyrimidin-8-carbonitrile CC=1N=CC=2C(N1)=C(C(N(C2)C2(COCC2)C)=C=O)C#N